CN(C=1N=C2CC(CN(C2=CC1)C1=CC=C(C=C1)C(F)(F)F)CNC(C)=O)C N-((6-(dimethylamino)-1-(4-(trifluoromethyl)phenyl)-1,2,3,4-tetrahydro-1,5-naphthyridin-3-yl)methyl)acetamide